2-(4-cyclopropyl-6-methoxypyrimidin-5-yl)-4-(1-(4-(1-ethyl-4-(trifluoromethyl)-1H-imidazol-2-yl)-3-fluorophenyl)ethyl)-6,7-dihydropyrazolo[1,5-a]pyrimidin-5(4H)-one C1(CC1)C1=NC=NC(=C1C1=NN2C(N(C(CC2)=O)C(C)C2=CC(=C(C=C2)C=2N(C=C(N2)C(F)(F)F)CC)F)=C1)OC